(S)-3-(3-(3,5-Dimethyl-1H-pyrazol-1-yl)phenyl)-4-((R)-3-(2-(5,6,7,8-tetrahydro-1,8-naphthyridin-2-yl)ethyl)pyrrolidin-1-yl)butanoic Acid CC1=NN(C(=C1)C)C=1C=C(C=CC1)[C@H](CC(=O)O)CN1C[C@@H](CC1)CCC1=NC=2NCCCC2C=C1